7-(3-cyclopropanecarbonyl-azetidin-1-yl)-4-oxo-1-(1,2,4-thiadiazol-5-yl)-1,4-dihydro-1,8-naphthyridine-3-carboxylic acid C1(CC1)C(=O)C1CN(C1)C1=CC=C2C(C(=CN(C2=N1)C1=NC=NS1)C(=O)O)=O